CC1=C(/C=C/C2=CC(CC(C2)(C)C)=O)C=CC=C1 (E)-3-(2-methylstyryl)-5,5-dimethylcyclohex-2-en-1-one